COCC1=NN(C=C1C(=O)OC)CC1=CC=C(C=C1)CN1C(C=CC=C1)=O methyl 3-(methoxymethyl)-1-(4-((2-oxopyridin-1(2H)-yl) methyl) benzyl)-1H-pyrazole-4-carboxylate